C(CCCCC(=O)OOOC(C)(C)C)(=O)OOOC(C)(C)C di(t-butyl peroxy) adipate